OCCCNCCCCCCCC(=O)O 8-((3-hydroxypropyl)amino)octanoic acid